FC1=NC(=C2N(C=NC2=N1)CC#C)F 2,6-difluoro-7-(prop-2-yn-1-yl)-7H-purine